isochromen-1-one Mesylate S(C)(=O)(=O)O.C1(OC=CC2=CC=CC=C12)=O